trans-5-norbornene [C@@H]12CC[C@H](C=C1)C2